CC(CC(=O)O)CCC=C(C)C 3,7-Dimethyloct-6-enoic acid